COC1=CC=C(CC(N)C)C=C1 4-methoxy-amphetamine